C(#N)C1=CC=C(S1)C1=CC=C(C=N1)O[C@H]1[C@H](CCCC1)NS(=O)(=O)C(C)C N-[(1S,2R)-2-{[6-(5-cyano-2-thienyl)pyridin-3-yl]oxy}cyclohexyl]propane-2-sulfonamide